COC1=C(C=CC=C1)NC=1SC2=C(N1)CC[C@@]1([C@H]3CC[C@]/4([C@H]([C@@H]3CC=C12)CC\C4=N/O)C)C (5aR,5bS,7aS,10aS,10bR,E)-2-((2-methoxyphenyl)amino)-5a,7a-dimethyl-4,5,5a,5b,6,7,7a,9,10,10a,10b,11-dodecahydro-8H-cyclopenta[7,8]phenanthro[2,1-d]thiazol-8-one oxime